racemic-8-((1S,2S,4R)-bicyclo[2.2.1]heptan-2-yl)-2-(methylthio)pyrido[2,3-d]pyrimidin-7(8H)-one [C@H]12[C@H](C[C@H](CC1)C2)N2C(C=CC1=C2N=C(N=C1)SC)=O |r|